2-((R)-1-(1-(3-isopropyl-1,2,4-oxadiazol-5-yl)piperidin-4-yl)ethoxy)-6-(6-(trifluoromethyl)pyridin-3-yl)imidazo[2,1-b][1,3,4]thiadiazole C(C)(C)C1=NOC(=N1)N1CCC(CC1)[C@@H](C)OC1=NN2C(S1)=NC(=C2)C=2C=NC(=CC2)C(F)(F)F